2-methyltetradecanal CC(C=O)CCCCCCCCCCCC